(Z)-4-(4-(5-(4-ethylbenzylidene)-2,4-dioxothiazolidin-3-yl)butanamido)-2-fluorobenzoic acid C(C)C1=CC=C(\C=C/2\C(N(C(S2)=O)CCCC(=O)NC2=CC(=C(C(=O)O)C=C2)F)=O)C=C1